O[C@@H]1C[C@H]2[C@H](CCC3=C(O2)C(=C(C=C3)C(=O)O)C)[C@H]1\C=C\C[C@@](CCCCC)(C)O (1R,2R,3aS,10aR)-2-hydroxy-1-[(1E,4S)-4-hydroxy-4-methyl-1-nonen-1-yl]-5-methyl-2,3,3a,9,10,10a-hexahydro-1H-benzo[b]cyclopenta[f]oxepin-6-carboxylic acid